pentakis(methylethylamino)niobium CN(CC)[Nb](N(C)CC)(N(C)CC)(N(C)CC)N(C)CC